N1(CCCCCC1)S(=O)(=O)C=1C=C(N)C=CC1C 3-(azepan-1-ylsulfonyl)-4-methyl-aniline